[NH4+].C(CC)(=O)[O-] propanoic acid ammonium salt